NC=1C=2N(C=CN1)C(=NC2C2=CC=C(C=C2)[C@@](C)(O)C=2C=C(C=CC2)C2=CC=CC=C2)[C@H]2CN1C(CC[C@@H]1CC2)=O (6R,8aS)-6-(8-amino-1-{4-[(1R)-1-biphenyl-3-yl-1-hydroxyethyl]phenyl}imidazo[1,5-a]pyrazin-3-yl)hexahydroindolizin-3(2H)-one